C(=O)([O-])C(O)C(O)C(=O)[O-] (2R,3R)-(+)-tartrate